C1(CC1)C1=C(C=NC=C1)CNC=1C=NC=CC1C(=O)O 3-{[(4-cyclopropylpyridin-3-yl)-methyl]amino}pyridine-4-carboxylic acid